ClCCCS(=O)(=O)N1CCC(CC1)NC=1N=CC2=C(N1)N(C(C(=C2)C(F)F)=O)[C@H]2[C@](CCC2)(C)O 2-[[1-(3-chloropropyl-sulfonyl)-4-piperidinyl]amino]-6-(difluoromethyl)-8-[(1R,2R)-2-hydroxy-2-methylcyclopentyl]-pyrido[2,3-d]pyrimidin-7-one